(3R)-7-methyl-6-[(1-naphthyl)methyl]-4-oxo-1-thia-3a-aza-3-indancarboxylic acid CC=1C(=CC(N2[C@@H](CSC12)C(=O)O)=O)CC1=CC=CC2=CC=CC=C12